N[C@@H](CCC(=O)N[C@@H](CC1=CC=CC=C1)C(=O)O)C(=O)O N-γ-L-Glutamyl-L-phenylalanine